5-{2-amino-[1,2,4]triazolo[1,5-a]pyridin-7-yl}-N-{[2-chloro-5-(trifluoromethyl)phenyl]methyl}-2-methoxypyridine-3-carboxamide NC1=NN2C(C=C(C=C2)C=2C=C(C(=NC2)OC)C(=O)NCC2=C(C=CC(=C2)C(F)(F)F)Cl)=N1